5-(difluoromethoxy)isoindoline hydrochloride Cl.FC(OC=1C=C2CNCC2=CC1)F